1-[3-[4-(2,3-difluoroanilino)pyrido[3,4-d]pyrimidin-6-yl]azetidin-1-yl]prop-2-en-1-one FC1=C(NC=2C3=C(N=CN2)C=NC(=C3)C3CN(C3)C(C=C)=O)C=CC=C1F